β-D-glucopyranose 1-phosphate P(=O)(O)(O)O[C@H]1[C@H](O)[C@@H](O)[C@H](O)[C@H](O1)CO